1-(1-Ethylazetidin-3-yl)-1H-pyrazol-4-ol C(C)N1CC(C1)N1N=CC(=C1)O